FC1=CC=C(C=C1)C1=NC2=C(N1C1=NC=NC=C1)C=C(C=C2)N2CCNCC2 2-(4-Fluorophenyl)-6-(piperazin-1-yl)-1-(pyrimidin-4-yl)-1H-1,3-benzodiazole